benzyl-dimethyl-phenyl-ammonium salicylate C(C=1C(O)=CC=CC1)(=O)[O-].C(C1=CC=CC=C1)[N+](C1=CC=CC=C1)(C)C